2-[6-amino-5-[8-[2-[3-(5-azaspiro[3.4]octan-5-yl)prop-1-ynyl]-4-pyridyl]-3,8-diazabicyclo[3.2.1]octan-3-yl]pyridazin-3-yl]phenol NC1=C(C=C(N=N1)C1=C(C=CC=C1)O)N1CC2CCC(C1)N2C2=CC(=NC=C2)C#CCN2C1(CCC1)CCC2